CC1=CC=CC(=N1)C1=C(C=NN1)C=1C=C2C=C(C=NC2=CC1)C(=O)OCCN1CCNCC1 2-(piperazin-1-yl)ethyl 6-(5-(6-methylpyridin-2-yl)-1H-pyrazol-4-yl)quinoline-3-carboxylate